N-(Trichloromethanesulphenyl)phthalimide ClC(SN1C(C=2C(C1=O)=CC=CC2)=O)(Cl)Cl